(2-((R)-3-(1-(3-((R)-1-(2,4-dichlorophenyl)ethyl)-7-methyl-3H-[1,2,3]triazolo[4,5-d]pyrimidin-5-yl)azetidin-3-yl)piperidin-1-yl)ethyl)aminosulfonic acid ClC1=C(C=CC(=C1)Cl)[C@@H](C)N1N=NC2=C1N=C(N=C2C)N2CC(C2)[C@@H]2CN(CCC2)CCNS(=O)(=O)O